N,3-bis((2-(trimethylsilyl)ethoxy)methyl)-3H-[1,2,3]triazolo[4,5-d]pyrimidin-7-amine C[Si](CCOCNC=1C2=C(N=CN1)N(N=N2)COCC[Si](C)(C)C)(C)C